C(C)(C)CN(CC(=O)OC1(CC1)CNC1=NC=CC(=C1Cl)SC1=NC(=C(N=C1)N1CCC2([C@@H]([C@@H](OC2)C)N)CC1)CO)C(CCCCCCCCCCC)=O 1-((4-(5-((3s,4s)-4-amino-3-methyl-2-oxa-8-azaspiro[4.5]decan-8-yl)-6-(hydroxymethyl)pyrazin-2-ylsulfanyl)-3-chloropyridin-2-ylamino)methyl)cyclopropanol isopropyllauroyl-sarcosinate